(2-cyanopyridin-4-yl)urea C(#N)C1=NC=CC(=C1)NC(=O)N